O1CCN(CC1)C1=CC=C(C=N1)C\C(\C(\C)=N\NC(NCC)=S)=N/NC(NCC)=S (2E,2'E)-2,2'-(1-(6-morpholinopyridin-3-yl)butane-2,3-diylidene)bis(N-ethylhydrazine-1-carbothioamide)